hydroxyl-Acetic acid OCC(=O)O